dilauric acid amide C(CCCCCCCCCCC)(=O)N.C(CCCCCCCCCCC)(=O)N